tert-butyl 3-(4-(((5-fluoro-4-oxo-2-(2-(tetrahydro-2H-pyran-4-yl)ethyl)-3,4-dihydroquinazolin-7-yl)oxy)methyl)piperidin-1-yl)azetidine-1-carboxylate FC1=C2C(NC(=NC2=CC(=C1)OCC1CCN(CC1)C1CN(C1)C(=O)OC(C)(C)C)CCC1CCOCC1)=O